N1(CCC1)C(=O)N1[C@H]([C@H](CC1)NS(=O)(=O)C)CC=1C=C(C=CC1)C1=CC(=CC(=C1)F)F N-((2S,3S)-1-(azetidin-1-ylcarbonyl)-2-((3',5'-difluorobiphenyl-3-yl)methyl)pyrrolidin-3-yl)methanesulfonamide